C(CC)OC1=CC=C(C=C1)C1(CCC(CC1)N)N 1-(4-propoxyphenyl)cyclohexane-1,4-diamine